Ethyl-2-amino-4,7-dihydro-5H-spiro[1-benzothiophene-6,2'-[1,3]dioxolane] C(C)C1OC2(OC1)CC1=C(C=C(S1)N)CC2